1-(N'-methyl-N-diazepanyl)-3-phenylbut-3-ene CN1N(CCCCC1)CCC(=C)C1=CC=CC=C1